[I-].COC=1C=C2C(=CNC2=CC1)CC[N+](CCC)(CCC)C [2-(5-methoxy-1H-indol-3-yl)ethyl](methyl)dipropylazanium iodide